2,5-dimethyl-1-hexene CC(=C)CCC(C)C